COC(=O)C1=C(C(C=C2OC3=CC(=CC=C3N=C12)C)=O)N 2-amino-7-methyl-3-oxo-3H-phenoxazine-1-carboxylic acid methyl ester